CC1(C=2C=C3C(=CC2C(CC1)(C)C)C=CC3[Li])C (5,5,8,8-tetramethyl-6,7-dihydro-3H-cyclopenta[b]naphthalen-3-yl)lithium